bromo-2'-fluoro-2'-deoxyuridine Br[C@@]1([C@@H]([C@H](O)[C@@H](CO)O1)F)N1C(=O)NC(=O)C=C1